imidazole-3,5-dicarboxylic acid N1=CN(C=C1C(=O)O)C(=O)O